3-Methyl-4-pyridine-4-yl-thiophene CC1=CSC=C1C1=CC=NC=C1